thiobis(N-phenyl-β-naphthylamine) S(N(C1=CC=CC=C1)C1=CC2=CC=CC=C2C=C1)N(C1=CC=CC=C1)C1=CC2=CC=CC=C2C=C1